CC1=C(C(=CC=C1)C)NC1=NN(C2=NC(=NC=C21)NC2=CC=C(C=C2)N2CCN(CC2)C)CCCN2CCCCC2 N3-(2,6-dimethyl-phenyl)-N6-[4-(4-methyl-piperazin-1-yl)-phenyl]-1-(3-piperidin-1-yl-propyl)-1H-pyrazolo[3,4-d]pyrimidine-3,6-diamine